FC(C(C)(C)O)(F)C=1C(=C(C=CC1)[C@@H](C)NC=1C2=C(N=C(N1)C)N=C(C(=C2)C2CCS(CC2)(=O)=O)OC)F (R)-4-(4-((1-(3-(1,1-difluoro-2-hydroxy-2-methylpropyl)-2-fluorophenyl)ethyl)amino)-7-methoxy-2-methylpyrido[2,3-d]pyrimidin-6-yl)tetrahydro-2H-thiopyran 1,1-dioxide